CN1CC2=CC(=CC(=C2CC1)C)NC1=NC=C(C(=N1)NC1=NC(=CC=C1)N1C(CCC1)=O)C#N 2-[(2,5-dimethyl-3,4-dihydro-1H-isoquinolin-7-yl)amino]-4-[[6-(2-oxopyrrolidin-1-yl)-2-pyridyl]amino]pyrimidine-5-carbonitrile